2-(2-(2,2-difluorocyclopropyl)-3,5-difluorophenyl)-1,3-dioxolane FC1(C(C1)C1=C(C=C(C=C1F)F)C1OCCO1)F